C(C)(C)C=1C(=NNC1C=1C=C(C=2N(C1)N=CN2)OC)C=2SC(=CN2)N2CCN(CC2)CCOC 2-(4-isopropyl-5-(8-methoxy-[1,2,4]triazolo[1,5-a]pyridin-6-yl)-1H-pyrazol-3-yl)-5-(4-(2-methoxyethyl)piperazin-1-yl)thiazole